C(C)(C)OC(CN1CC2(CC2)C[C@H]1C(=O)N[C@@H](C[C@H]1C(NCC1)=O)C(COC(F)(F)F)=O)CCCCCCCCCCCCCC (S)-5-(2-isopropoxycetyl)-N-((S)-3-oxo-1-((S)-2-oxopyrrolidin-3-yl)-4-(trifluoromethoxy)butan-2-yl)-5-azaspiro[2.4]heptane-6-carboxamide